Cl.C12CN(CC(CC1)N2)C2=NC=NN1C2=CC(=C1)Br 4-(3,8-diazabicyclo[3.2.1]octan-3-yl)-6-bromopyrrolo[2,1-f][1,2,4]triazine hydrochloride